(6-(5-chloro-1H-pyrazol-4-yl)-1-(((R)-1-methylazetidin-2-yl)methyl)-1H-indol-3-yl)((S)-6-methoxychroman-3-yl)methanone ClC1=C(C=NN1)C1=CC=C2C(=CN(C2=C1)C[C@@H]1N(CC1)C)C(=O)[C@@H]1COC2=CC=C(C=C2C1)OC